2-bromo-9,10-phenanthrenequinone BrC1=CC=2C(C(C3=CC=CC=C3C2C=C1)=O)=O